FC1=C(C(=O)N([C@H]2CNCCC2)C2=NC=CC3=CC=CC(=C23)C)C=CC(=C1)NC1=NC=CC(=N1)N1CCC(CC1)COC (R)-2-fluoro-4-((4-(4-(methoxymethyl)piperidin-1-yl)pyrimidin-2-yl)amino)-N-(8-methylisoquinolin-1-yl)-N-(piperidin-3-yl)benzamide